NC1CC2CCC(C1)N2C=2N(C(C1=C(N2)NC=C1C1=C(C2=CN(N=C2C=C1)C)Cl)=O)C 2-(Endo-3-amino-8-azabicyclo[3.2.1]oct-8-yl)-5-(4-chloro-2-methyl-2H-indazol-5-yl)-3-methyl-3,7-dihydro-4H-pyrrolo[2,3-d]pyrimidin-4-one